O=C1N(CCCC1)C=1OC2=C(C(N1)=O)C=NN2C2=CC=CC=C2 6-(2-Oxopiperidin-1-yl)-1-phenylpyrazolo[4,3-e][1,3]oxazin-4-one